4-((S)-4-acryloyl-2-methylpiperazin-1-yl)-7-(2-amino-3,6-difluorophenyl)-6-chloro-1-(2-isopropyl-4-(methylsulfanyl)pyridin-3-yl)pyrido[2,3-d]pyrimidin-2(1H)-one C(C=C)(=O)N1C[C@@H](N(CC1)C=1C2=C(N(C(N1)=O)C=1C(=NC=CC1SC)C(C)C)N=C(C(=C2)Cl)C2=C(C(=CC=C2F)F)N)C